FC1=NN(C=C1[N+](=O)[O-])C1(CC1)C(=O)OC methyl 1-(3-fluoro-4-nitro-pyrazol-1-yl)cyclopropanecarboxylate